N-(2-pyridylmethyl)-N'-(trans-2-aminocyclohexyl)-N'-(5,6,7,8-tetrahydro-8-quinolinyl)-1,4-xylylenediamine N1=C(C=CC=C1)CNCC1=CC=C(C=C1)CN(C1CCCC=2C=CC=NC12)[C@H]1[C@@H](CCCC1)N